CC=1C=CC=2C(C3=CC=C(C=C3SC2C1)C)NC(=O)C=1C(NC(=C(C1)CO)C(F)(F)F)=O N-(3,6-dimethyl-9H-thioxanthen-9-yl)-5-(hydroxymethyl)-2-oxo-6-(trifluoromethyl)-1,2-dihydropyridine-3-carboxamide